ClC=1C(=C(C(=CC1)[N+](=O)[O-])NC1=CC=C(C=C1)N1CC(C1)O)F 1-(4-((3-chloro-2-fluoro-6-nitrophenyl)amino)phenyl)azetidine-3-ol